N-(2-Indol-3-ylethyl)benzamide N1C=C(C2=CC=CC=C12)CCNC(C1=CC=CC=C1)=O